tert-butyl (S)-3-((3-methyl-4-oxo-8-(5-(trifluoromethoxy)pyridin-2-yl)-3,4-dihydropyrido[4,3-d]pyrimidin-5-yl)amino)pyrrolidine-1-carboxylate CN1C=NC2=C(C1=O)C(=NC=C2C2=NC=C(C=C2)OC(F)(F)F)N[C@@H]2CN(CC2)C(=O)OC(C)(C)C